7,8-dihydro-3H-thiopyrano[4,3-d]pyrimidin-4(5H)-one N1=CNC(C2=C1CCSC2)=O